CC=1C=C2C(C(=CNC2=CC1)C(=O)O)=O 6-methyl-4-oxo-1,4-dihydroquinoline-3-carboxylic acid